N=1NN=NC1C1CCN(CC1)C=1C(=NC=C(N1)CCC(F)(F)F)C1=CC=C(C=C1)OCCOC 3-(4-(2H-tetrazol-5-yl)piperidin-1-yl)-2-(4-(2-methoxyethoxy)phenyl)-5-(3,3,3-trifluoropropyl)pyrazine